ClC1=C2CC(CC2=CC=C1OCC(=O)NC)C=O 2-[(4-chloro-2-formyl-2,3-dihydro-1H-inden-5-yl)oxy]-N-methylacetamide